C(C)OC(=O)C1=NC(=NC(=C1[N+](=O)[O-])NC1CCCC1)Cl 2-Chloro-6-(cyclopentylamino)-5-nitropyrimidine-4-carboxylic acid ethyl ester